(R)-3-chloro-7,8,8a,9-tetrahydropyrrolo[1',2':3,4]imidazo[1,2-c]pyrimidin-1(6H)-one ClC=1C=C2N(C(N1)=O)C[C@@H]1N2CCC1